N-(6-(5-chloro-6-fluoro-7-(methylthio)-1-(tetrahydro-2H-pyran-2-yl)-1H-indazol-4-yl)imidazo[1,2-a]pyridin-2-yl)-2,2,2-trifluoroacetamide ClC=1C(=C2C=NN(C2=C(C1F)SC)C1OCCCC1)C=1C=CC=2N(C1)C=C(N2)NC(C(F)(F)F)=O